2-(tert-butoxycarbonyl)amino-3,3-dimethylbutanoic acid C(C)(C)(C)OC(=O)NC(C(=O)O)C(C)(C)C